FC(C1=C(C=NC=C1)C1=CC=C(N=N1)C1NCC2C1CC(C2)N)F (6-(4-(difluoromethyl)pyridin-3-yl)pyridazin-3-yl)octahydrocyclopenta[c]pyrrol-5-amine